N2-[(trans-4-cyanocyclohexyl)carbonyl]-N-{(1R)-1-cyano-2-[(3S)-2-oxopyrrolidin-3-yl]ethyl}-4-methyl-L-leucinamide C(#N)[C@@H]1CC[C@H](CC1)C(=O)N[C@@H](CC(C)(C)C)C(=O)N[C@H](C[C@H]1C(NCC1)=O)C#N